FC=1C=C(OC=2C(=C(C(=CC2)OC)NC(=O)C2N(C(CC2)=O)C)C)C=CC1F N-(3-(3,4-Difluorophenoxy)-6-methoxy-2-methylphenyl)-1-methyl-5-oxopyrrolidine-2-carboxamide